Cl.C[C@H]1[C@@H]2C3=CC=CC=C3[C@H](CC1)N2C(C)C (1S,8R,9R)-9-methyl-12-(propan-2-yl)-12-azatricyclo[6.3.1.02,7]dodeca-2,4,6-triene hydrochloride